2-(4-Chlorophenyl)-5-methyl-oxazolo[4,5-c]pyridin-5-ium ClC1=CC=C(C=C1)C=1OC2=C(C=[N+](C=C2)C)N1